FC=1C(=C(C(=O)N)C=CC1N1C=NC=C1)F difluoro-4-(1H-imidazol-1-yl)benzamide